FC(ON1CCCC1)(F)F (trifluoromethoxy)pyrrolidin